C(#N)C1=CC(=C(C=C1)C1(OC2=C(O1)C=CC=C2C21CCN(CC1C2)CC2=NC1=C(N2CC2=CN=CN2CC)C=C(C=C1)C(=O)O)C)F 2-((6-(2-(4-cyano-2-fluorophenyl)-2-methylbenzo[d][1,3]dioxol-4-yl)-3-azabicyclo[4.1.0]heptan-3-yl)methyl)-1-((1-ethyl-1H-imidazol-5-yl)methyl)-1H-benzo[d]imidazole-6-carboxylic acid